methyl 3-amino-4-(3-(tert-butoxy)-3-oxopropyl)thiophene-2-carboxylate NC1=C(SC=C1CCC(=O)OC(C)(C)C)C(=O)OC